FC(C1=CC(=NC=C1)CC1(CCNCC1)O)(F)F 4-((4-(trifluoromethyl)pyridin-2-yl)methyl)piperidin-4-ol